(6-fluoropyridin-4-yl)boronic acid FC1=CC(=CC=N1)B(O)O